NC1=C(C=2C(=NC=C(C2S1)F)C=1C2=C(C=3C=NC(=NC3C1F)N1C[C@H]([C@H](C1)CO)N(C)C)COC2)C#N 2-Amino-4-(3-((3S,4S)-3-(dimethylamino)-4-(hydroxymethyl)pyrrolidin-1-yl)-5-fluoro-7,9-dihydrofuro[3,4-f]quinazolin-6-yl)-7-fluorothieno[3,2-c]pyridine-3-carbonitrile